CN1C(CNCC1)C(=O)O 1-METHYLPIPERAZINE-2-CARBOXYLIC ACID